CCCCCCCCCCCCCC/C=C\\CC[C@H]([C@@H](CCCCCCCCCCCCC1=C[C@@H](OC1=O)C)O)O The molecule is a member of the class of cohibins in which the long-chain dihydroxyalkyl group at position 3 is specified as 13,14-dihydroxydotriacont-17-en-1-yl. NB The absolute configuration of the stereocentre at position 5 on the furanone ring is known to be S, but only the relative configuration of the diol moiety has been assigned as threo. It has not yet been established whether it is the (R,R)-diol (as shown here) or the (S,S)-diol. It has a role as a mouse metabolite and a rat metabolite.